(Z)-1-(4-Hydroxybut-2-en-1-yl)-N-(2-hydroxyethyl)-1H-1,2,4-triazole-3-carboxamide OC\C=C/CN1N=C(N=C1)C(=O)NCCO